S1C=2C(C=C1C1=CC3=C(C=C1)C=1SC4=C(C1S3)C=CC(=C4)C4=CC=3C(S4)=CC4=C(SC=C4)C3)=CC=3SC=CC3C2 2,7-bis(benzo[1,2-b:4,5-b']dithiophen-2-yl)[1]benzothieno[3,2-b][1]benzothiophene